ClC=1C(=C(CNC(CNCC2CCC2)=O)C=CC1)F N-(3-chloro-2-fluorobenzyl)-2-((cyclobutylmethyl)amino)acetamide